bis(triphenyleneyl)binaphthalene C1(=CC=CC=2C3=CC=CC=C3C3=CC=CC=C3C12)C=1C(=C(C2=CC=CC=C2C1)C1=CC=CC2=CC=CC=C12)C1=CC=CC=2C3=CC=CC=C3C3=CC=CC=C3C12